CC(CC(=O)C1=C(C(=C(OCCCCOC=2C=C(C(=O)NC)C=CC2OC)C=C1)C)O)(C)C 3-(4-(4-(3,3-dimethylbutanoyl)-3-hydroxy-2-methylphenoxy)butoxy)-4-methoxy-N-methylbenzamide